N(C(=N)N)CCS(=O)(=O)O 2-carbamimidamido-ethane-1-sulfonic acid